pyrazole-4-carboxamide benzenesulfonate C1(=CC=CC=C1)S(=O)(=O)O.N1N=CC(=C1)C(=O)N